methyl para-hydroxybenzoate, sodium salt [Na].OC1=CC=C(C(=O)OC)C=C1